N1=C(C=CC=C1)C(=O)[NH-] picoloyl-amide